Cl.ClCC=1N=C(SC1)N 4-(chloromethyl)thiazole-2-amine hydrochloride